C(C)(C)(C)O[C@H]1[C@@H](C[C@H]2N(CCC3=CC(=C(C=C23)OC)OCC2C[Si](CC2)(C)C)C1)O (2R,3R,11bR)-3-(tert-butoxy)-9-((1,1-dimethylsilolan-3-yl)methoxy)-10-methoxy-1,3,4,6,7,11b-hexahydro-2H-pyrido[2,1-a]isoquinolin-2-ol